CC(C(=O)C1=C(C(=C(C=C1O)O)CC=C(C)C)O)C 2-methyl-1-(2,4,6-trihydroxy-3-(3-methylbut-2-en-1-yl)phenyl)propan-1-one